COC1=CC=C(C(C2=CC=C(C=C2)OC)(C2=CC=CC=C2)OC[C@@H]2[C@H]([C@H]([C@@H](O2)N2C(=O)N=C(NC(C3=CC=CC=C3)=O)C=C2)OC)O)C=C1 5'-O-(4,4'-dimethoxytrityl)-N4-benzoyl-2'-O-methylcytidine